C1C(CC2=CC=CC=C12)NC1=NC=C(C=N1)C=1C=C(C=CC1)[C@@H](C)NC(=O)[C@H]1CC2=C(NN=N2)CC1 (R)-N-((R)-1-(3-(2-((2,3-dihydro-1H-inden-2-yl)amino)pyrimidin-5-yl)phenyl)ethyl)-4,5,6,7-tetrahydro-1H-benzo[d][1,2,3]triazole-5-carboxamide